IC=1C=CC(=NC1)N[C@@H]1C[C@H](CC1)N (1S,3S)-N1-(5-Iodopyridin-2-yl)cyclopentane-1,3-diamine